2,2,3,3,3-Pentafluoropropyl 1,1,2,2-tetrafluoroethyl ether FC(C(F)F)(F)OCC(C(F)(F)F)(F)F